2-(3,5-bis-trifluoromethyl-phenyl)-N-[4-(4-fluoro-2-methyl-phenyl)-1H-pyrazolo[3,4-b]-pyridin-5-yl]-N-methyl-isobutyramide FC(C=1C=C(C=C(C1)C(F)(F)F)C(C(=O)N(C)C=1C(=C2C(=NC1)NN=C2)C2=C(C=C(C=C2)F)C)(C)C)(F)F